CC(C(C(=O)C1=CC=C(C=C1)N1CCOCC1)(N(C)C)CC1=CC=CC=C1)C methyl-benzyl-2-(dimethylamino)-1-[4-(4-morpholinyl)phenyl]-1-butanone